N-[2-(2-fluorophenyl)-2-[[5-[5-(trifluoromethyl)-1,2,4-oxadiazol-3-yl]pyrimidin-2-yl]amino]ethyl]-benzenesulfonamide FC1=C(C=CC=C1)C(CNS(=O)(=O)C1=CC=CC=C1)NC1=NC=C(C=N1)C1=NOC(=N1)C(F)(F)F